5-bromo-3-((3,5-dichloro-phenylimino)meth-yl)-2-(isobutyryloxy)phenyl 3-methylbenzoate CC=1C=C(C(=O)OC2=C(C(=CC(=C2)Br)C=NC2=CC(=CC(=C2)Cl)Cl)OC(C(C)C)=O)C=CC1